3-pyridinemethanimine N1=CC(=CC=C1)C=N